CC(C[C@H]1[C@@H](C[C@H]2N(CCC3=CC(=C(C=C23)OC)OCC(C)(C)O)C1)O)(C)C (2R,3R,11bR)-3-(2,2-Dimethylpropyl)-9-(2-hydroxy-2-methylpropoxy)-10-methoxy-1H,2H,3H,4H,6H,7H,11bH-pyrido[2,1-a]isochinolin-2-ol